4-(2-{5-[(2S,5R)-5-amino-2-methylpiperidine-1-carbonyl]-7-methoxy-1-methyl-1H-1,3-benzodiazol-2-yl}-1-(cyclopropylmethyl)-1H-pyrrolo[2,3-b]pyridin-6-yl)-2-chlorobenzamide N[C@@H]1CC[C@@H](N(C1)C(=O)C1=CC2=C(N(C(=N2)C2=CC=3C(=NC(=CC3)C3=CC(=C(C(=O)N)C=C3)Cl)N2CC2CC2)C)C(=C1)OC)C